FC=1C=C(C=C(C1F)F)C=1N=NNC1 4-(3,4,5-Trifluorophenyl)-1H-1,2,3-triazole